6-methyl-3a,4,5,6-tetrahydro-6aH-cyclopenta[d][1,2]oxazole-6a-carboxylate CC1CCC2C=NOC21C(=O)[O-]